tri(2-chloro-propyl) phosphate P(=O)(OCC(C)Cl)(OCC(C)Cl)OCC(C)Cl